tert-butyl 4-(1H-pyrazolo[3,4-b]pyridin-3-yl)-3,6-dihydropyridine-1(2H)-carboxylate N1N=C(C=2C1=NC=CC2)C=2CCN(CC2)C(=O)OC(C)(C)C